COC=1C(=C2C=CNC2=C(C1)C)CN1C(CC(CC1)N1N=CN=C1)C1=CC=C(C(=O)O)C=C1 4-(1-((5-methoxy-7-methyl-1H-indol-4-yl)methyl)-4-(1H-1,2,4-triazol-1-yl)piperidin-2-yl)benzoic acid